methyl (s)-2-(2-(2-(3-((tertbutoxy carbonyl)amino)piperidin-1-yl)thiazole-4-carboxamido)acrylamido)acrylate C(C)(C)(C)OC(=O)N[C@@H]1CN(CCC1)C=1SC=C(N1)C(=O)NC(C(=O)NC(C(=O)OC)=C)=C